5-aza-2',2'-DifluoroDeoxycytidine methyl-(Z)-10-bromo-7-nitro-2,5-dihydro-6H-benzo[b][1,4]oxazocine-6-carboxylate CC1\C=C/CN(C2=C(O1)C(=CC=C2[N+](=O)[O-])Br)C(=O)OC[C@@H]2[C@H](C([C@@H](O2)N2C(=O)N=C(N)N=C2)(F)F)O